4-(2-chlorophenyl)dibenzofuran ClC1=C(C=CC=C1)C1=CC=CC2=C1OC1=C2C=CC=C1